C(C1=CC=CC=C1)OC1=C(C=C(C(=C1)[N+](=O)[O-])F)Cl 2-chloro-4-fluoro-5-nitrophenyl benzyl ether